N-[[4-(2-hydroxyethylamino)-1-[4-(trifluoromethoxy)phenyl]pyrazolo[3,4-b]pyridin-3-yl]methyl]prop-2-enamide OCCNC1=C2C(=NC=C1)N(N=C2CNC(C=C)=O)C2=CC=C(C=C2)OC(F)(F)F